1-(exo-3-((4-((4-([1,2,4]Triazolo[1,5-a]pyridin-7-yloxy)-3-methyl-phenyl)amino)quinazolin-6-yl)-oxy)-8-azabicyclo[3.2.1]octan-8-yl)prop-2-en-1-one N=1C=NN2C1C=C(C=C2)OC2=C(C=C(C=C2)NC2=NC=NC1=CC=C(C=C21)OC2CC1CCC(C2)N1C(C=C)=O)C